C(C)OC(\C=C(/C)\C1=CC=C(C=C1)Br)=O (E)-3-(4-bromophenyl)but-2-enoic acid ethyl ester